CC1=C(OC2=C(C=C(C=C2C1=O)C)[C@@H](C)NC1=C(C=CC=C1)C1=CC=NC=C1)C1=CC=CC=C1 3,6-Dimethyl-2-phenyl-8-[(1R)-1-[2-(4-pyridyl)-anilino]ethyl]chromen-4-one